Cl.N1=C(C=CC=C1)C(N)=N (picolinimidamide) HCl salt